C1(CC1)C1=NC(=CC(=N1)C(=O)NC1=CC(=CC=C1)C1(COC1)CC1=NN=CN1C)CN1CCCCC1 2-cyclopropyl-N-(3-(3-((4-methyl-4H-1,2,4-triazol-3-yl)-methyl)oxetan-3-yl)phenyl)-6-(piperidin-1-ylmethyl)pyrimidine-4-carboxamide